C(C1=CC=CC=C1)O[C@@H](C(=O)N[C@@H](C(C(=O)NCC1=NC=CC=C1)=O)CC1=CC=CC=C1)C (R)-3-((R)-2-(benzyloxy)propionamido)-2-oxo-4-phenyl-N-(pyridin-2-ylmethyl)butyramide